C1=CC=CC=2C3=CC=CC=C3C(C12)COC(=O)N[C@H](C(=O)O)CC#C (S)-2-((((9H-fluoren-9-yl)methoxy)carbonyl)amino)pent-4-ynoic acid